7-(2-((4-((1R,4R)-2,5-diazabicyclo[2.2.1]heptan-2-yl)-2-ethylphenyl)amino)-5-(trifluoromethyl)pyrimidin-4-yl)-4-methyl-3,4-dihydrothieno[2,3-f][1,4]thiazepine-5(2H)-thione 1,1-dioxide [C@H]12N(C[C@H](NC1)C2)C2=CC(=C(C=C2)NC2=NC=C(C(=N2)C2=CC1=C(C(N(CCS1(=O)=O)C)=S)S2)C(F)(F)F)CC